(tert-butyl 1-(2-(6-isobutyl-6H-thieno[2,3-b]pyrrol-5-yl)-7-methoxy-1-methyl-1H-benzo[d]imidazole-5-carbonyl) piperidin-3-yl) carbamate C(N)(OC1C(N(CCC1)C(=O)C1=CC2=C(N(C(=N2)C2=CC3=C(N2CC(C)C)SC=C3)C)C(=C1)OC)C(C)(C)C)=O